tert-butyl-N-Boc-2,4-dibromophenylalanine C(C)(C)(C)N([C@@H](CC1=C(C=C(C=C1)Br)Br)C(=O)O)C(=O)OC(C)(C)C